C(#N)C1=C(C(C2=CC=CC=C12)=O)C1=CC=CC2=CC=CC=C12 cyano-naphthyl-indenone